C[C@]12CC(C[C@](CC1)(N2)C)N(C2=CC=C(N=N2)C2=C(C=C(C=C2F)C2=CC(=NC=C2)OC([2H])([2H])[2H])O)C([2H])([2H])[2H] 2-(6-(((1R,3s,5S)-1,5-dimethyl-8-azabicyclo[3.2.1]octan-3-yl)(methyl-d3)amino)pyridazin-3-yl)-3-fluoro-5-(2-(methoxy-d3)pyridin-4-yl)phenol